(E)-3-(3-(benzo[d][1,3]dioxolan-5-yl)acryloyl)oxazolidine O1COC2=C1C=CC(=C2)/C=C/C(=O)N2COCC2